((2R,3S,4R,5R)-5-(4-Aminopyrrolo[2,1-f][1,2,4]triazin-7-yl)-5-cyano-3,4-dihydroxytetrahydrofuran-2-yl)methyl ((R)-3-(benzyloxy)-2-(tetradecyloxy)propyl) hydrogen phosphate P(=O)(OC[C@H]1O[C@@]([C@@H]([C@@H]1O)O)(C#N)C1=CC=C2C(=NC=NN21)N)(OC[C@@H](COCC2=CC=CC=C2)OCCCCCCCCCCCCCC)O